NC1=NC=CC2=C1C=C(S2)CNC(=O)C2=CC=NN2CCC2CCN(CC2)C N-((4-aminothieno[3,2-c]pyridin-2-yl)methyl)-1-(2-(1-methylpiperidin-4-yl)ethyl)-1H-pyrazole-5-carboxamide